dimethyl-butene diformate C(=O)O.C(=O)O.CC(=CCC)C